2-[(3-Methyloxetan-3-yl)methoxy]-2-oxoethyl 4-[2-(4-fluorophenyl)-4-oxo-1,3-thiazolidin-3-yl]-3-methylbenzoate FC1=CC=C(C=C1)C1SCC(N1C1=C(C=C(C(=O)OCC(=O)OCC2(COC2)C)C=C1)C)=O